C(C)C=1N=C2N(C=C(C=C2)C2C(CNCC2)O)C1N(C)C=1SC=C(N1)C1=CC=C(C=C1)F 4-(2-Ethyl-3-{[4-(4-fluoro-phenyl)-thiazol-2-yl]-methyl-amino}-imidazo[1,2-a]pyridin-6-yl)-piperidin-3-ol